OC=1C=C(C2=CC=CC=C2C1)C1=CC=C2C(=NC(=NC2=C1)OC[C@H]1N(CCC1)C)N1[C@H]2CN(C[C@@H]1CC2)C(=O)C=2N=CNC2 ((1R,5S)-8-(7-(3-hydroxynaphthalen-1-yl)-2-(((S)-1-methylpyrrolidin-2-yl)methoxy)quinazolin-4-yl)-3,8-diazabicyclo[3.2.1]octan-3-yl)(1H-imidazol-4-yl)methanone